ClC=1C=C2CCC=NC2=C(C1)C1=C2C(=NC=C1)C=C(S2)CC=2N=NN(C2)C 6-chloro-8-(2-((1-methyl-1H-1,2,3-triazol-4-yl)methyl)thieno[3,2-b]pyridin-7-yl)-3,4-dihydroquinolin